sec-pentanoic acid C(C(=O)O)CCC